ClC=1C(=NC(=NC1)NC1=C(C=C2CCN(CC2=C1)C)OC(F)F)NC1=C(SC=C1)C(=O)N 3-((5-chloro-2-((6-(difluoromethoxy)-2-methyl-1,2,3,4-tetrahydroisoquinolin-7-yl)amino)pyrimidin-4-yl)amino)thiophene-2-carboxamide